1,N1-dibutyl-N2-(4-cyclohexylphenyl)ethane-1,2-diamine C(CCC)C(CNC1=CC=C(C=C1)C1CCCCC1)NCCCC